NCC(C)(O)C1=NC(=C(C=C1)OC)C1=CC(=C(C=C1)F)Br 1-amino-2-(6-(3-bromo-4-fluorophenyl)-5-methoxypyridin-2-yl)propan-2-ol